O=C1C(=C2N(C=3N=C(N=CC31)N3CC1(CC3)CCNCC1)C1=C(S2)C=CC=C1)C(=O)OCC Ethyl 5-oxo-2-(2,8-diazaspiro[4.5]decan-2-yl)-5H-benzo[4',5']thiazolo-[3',2':1,6]pyrido[2,3-d]pyrimidine-6-carboxylate